COC1=C(C=CC(=C1)OC)C(C=CC1=CC(=C(C=C1)O)OC)=O 1-(2,4-Dimethoxyphenyl)-3-(4-hydroxy-3-methoxyphenyl)prop-2-en-1-one